5-[(3-Cyclopropyl-2-fluorophenyl)thio]-N-[2-(2,4-dimethylphenyl)-2,2-difluoroethyl]-2-methylpyrimidine-4-carboxamide C1(CC1)C=1C(=C(C=CC1)SC=1C(=NC(=NC1)C)C(=O)NCC(F)(F)C1=C(C=C(C=C1)C)C)F